F[C@]1(CN(CC[C@H]1O)C1=NC=NC(=N1)NC=1N=CC2=C(C=CC(=C2C1)C(C)C)N1CCC2(COC2)CC1)C (3S,4R)-3-fluoro-1-(4-((5-isopropyl-8-(2-oxa-7-azaspiro[3.5]nonan-7-yl)isoquinolin-3-yl)amino)-1,3,5-triazin-2-yl)-3-methylpiperidin-4-ol